2,4-dihydroxy-5-pyrimidinecarbaldehyde OC1=NC=C(C(=N1)O)C=O